C1(=CC=CC2=NC3=CC=CC=C3N=C12)Cl phenazinyl chloride